(3,4-dihydroquinolin-1(2H)-yl)(4-(5-(4-(trifluoromethoxy)phenyl)-5-(trifluoromethyl)-4,5-dihydroisoxazol-3-yl)phenyl)methanone N1(CCCC2=CC=CC=C12)C(=O)C1=CC=C(C=C1)C1=NOC(C1)(C(F)(F)F)C1=CC=C(C=C1)OC(F)(F)F